3-(6-bromo-2-oxo-2,3-dihydro-1H-pyrimidin-1-yl)piperidine-2,6-dione BrC1=CCNC(N1C1C(NC(CC1)=O)=O)=O